C(#N)C1=CC=C(C=C1)C(CN[C@H](C(=O)NC1=NC=C(C=C1)C=1C(=NOC1C)C)C1=CC=CC=C1)C (S)-2-((2-(4-cyanophenyl)propyl)amino)-N-(5-(3,5-dimethylisoxazol-4-yl)pyridin-2-yl)-2-phenylacetamide